ClC1=C(C=C(OCC(=O)NC23CC(C2)(C3)C3=NOC(=N3)COC3=CC=C(C=C3)Cl)C=C1)F 2-(4-chloro-3-fluorophenoxy)-N-(3-{5-[(4-chlorophenoxy)methyl]-1,2,4-oxadiazol-3-yl}bicyclo[1.1.1]pentan-1-yl)acetamide